diphenoxyisopentyl-phosphine chloride [Cl-].O(C1=CC=CC=C1)P(CCC(C)C)OC1=CC=CC=C1